CN1N=CC(=C1C(=O)OC(C)(C)C)B1OC(C(O1)(C)C)(C)C tert-butyl 1-methyl-4-(4,4,5,5-tetramethyl-1,3,2-dioxaborolan-2-yl)-1H-pyrazole-5-carboxylate